ClC(C(F)(F)F)Cl 1,1-Dichloro-2,2,2-Trifluoroethan